FC1=C2C=C(NC2=CC=C1OC1=NC=NN2C1=C(C(=C2)OC[C@@H](C)OC([C@H](C)N)=O)C)C.N2C=NC(=C2)CC(=O)N 2-(imidazol-4-yl)acetamide (S)-((R)-1-(4-(4-Fluoro-2-methyl-1H-indol-5-yloxy)-5-methylpyrrolo[2,1-f][1,2,4]triazin-6-yloxy)propan-2-yl)2-aminopropanoate